1-methyl-6-oxo-1,6-dihydropyrimidine-5-carboxamide CN1C=NC=C(C1=O)C(=O)N